1-Imino-2-methyl-N-(4-(4-(trifluoromethyl)piperidin-1-yl)phenyl)isoindolin-5-amine N=C1N(CC2=CC(=CC=C12)NC1=CC=C(C=C1)N1CCC(CC1)C(F)(F)F)C